ClC1=C(C=CC2=C1C(=NCCN2)C2=C(C=CC=C2F)F)C(F)(F)F 6-Chloro-5-(2,6-difluorophenyl)-7-(trifluoromethyl)-1,3-dihydro-1,4-benzodiazepine